C(C1=CC=CC=C1)NC(N[C@H](C(=O)N[C@H](C(=O)NO)C1=CC=CC=C1)CC(C)C)=O (S)-2-(3-benzylureido)-N-((S)-2-(hydroxylamino)-2-oxo-1-phenylethyl)-4-methylpentanamide